4,6-dichloro-1-cyclopropyl-pyrazolo[3,4-d]pyrimidine ClC1=C2C(=NC(=N1)Cl)N(N=C2)C2CC2